FC1(CC(C1)OC1=C2N=C(C(NC2=CC(=C1)CO)=O)C)F 5-(3,3-difluorocyclobutyloxy)-7-(hydroxymethyl)-3-methylquinoxalin-2(1H)-one